N-(6-methoxy-2,3,4,9-tetrahydro-1H-carbazol-1-yl)-3-(6-ethoxy-[1,2,4]triazolo[4,3-b]pyridazin-3-yl)propionamide COC=1C=C2C=3CCCC(C3NC2=CC1)NC(CCC1=NN=C2N1N=C(C=C2)OCC)=O